methyl 5-[(3aS,7R,7aS)-2,2-dimethyl-7-methylsulfonyloxy-4,6,7,7a-tetrahydro-3aH-[1,3]dioxolo[4,5-c]pyridin-5-yl]-5-oxo-pentanoate CC1(O[C@H]2[C@H](CN(C[C@H]2OS(=O)(=O)C)C(CCCC(=O)OC)=O)O1)C